O=C1N(C=CC=C1)CC1=CC=C(C(=O)N)C=C1 4-((2-OXOPYRIDIN-1(2H)-YL)METHYL)BENZAMIDE